O=C(C(=O)N)N1[C@@H](CC[C@H](C1)C)C(C)C |r| 2-oxo-2-[rac-(2S,5R)-2-isopropyl-5-methyl-1-piperidyl]acetamide